C(C=C)N monoallyl-amine